(2S,4R)-4-((tert-butyldimethylsilyl)oxy)-1-(2-(3-hydroxyisoxazol-5-yl)-3-methylbutanoyl)-N-(4-(4-methylthiazol-5-yl)benzyl)pyrrolidine-2-carboxamide [Si](C)(C)(C(C)(C)C)O[C@@H]1C[C@H](N(C1)C(C(C(C)C)C1=CC(=NO1)O)=O)C(=O)NCC1=CC=C(C=C1)C1=C(N=CS1)C